1-(pyridin-4-yl)ethan-1-one N1=CC=C(C=C1)C(C)=O